BrC=1C=C2C(N=C(NC2=CC1)NC([O-])=O)=O N-(6-bromo-4-oxo-1H-quinazolin-2-yl)carbamate